2-chloro-4-fluoro-1,3,2-dioxaphospholane ClP1OCC(O1)F